C(C1=CC=CC=C1)O[C@@H]1[C@@H](N(C[C@@H]([C@H]1OCC1=CC=CC=C1)OCC1=CC=CC=C1)CCC1=C(C=CC=C1)F)COCC1=CC=CC=C1 (2S,3R,4R,5S)-3,4,5-tris(benzyloxy)-2-((benzyloxy)methyl)-1-(2-fluorophenethyl)piperidine